C(C)(C)(C)OC(CCNCC=1C=C2CCCN(C2=CC1)C1=NOC(=N1)C1=C(C=C(C=C1)OC(C)C)C#N)=O 3-(((1-(5-(2-cyano-4-isopropoxyphenyl)-1,2,4-oxadiazol-3-yl)-1,2,3,4-Tetrahydroquinolin-6-yl)methyl)amino)propionic acid tert-butyl ester